propoxyethan C(CC)OCC